OCCCN(CCCC(O)O)C 4-((3-hydroxypropyl)(methyl)amino)butane-1-ol-1-ol